CC(CC(=O)NC(C(=O)O)CCN(CCCCC1=NC=2NCCCC2C=C1)CCN1N=C(C=C1C)C)(C)C 2-(3,3-dimethylbutanoylamino)-4-[2-(3,5-dimethylpyrazol-1-yl)ethyl-[4-(5,6,7,8-tetrahydro-1,8-naphthyridin-2-yl)butyl]amino]butanoic acid